C1=CC=CC=2C3=CC=CC=C3C(C12)COC(=O)N([C@H](C(=O)O)CC=1SC=CC1)C (2S)-2-[9H-fluoren-9-ylmethoxycarbonyl(methyl)amino]-3-(2-thienyl)propanoic acid